3-[4-(4-chlorothiophene-3-yl)-1H-1,2,3-triazol-1-yl]piperidine-2,6-dione ClC=1C(=CSC1)C=1N=NN(C1)C1C(NC(CC1)=O)=O